C(C1=CC=CC=C1)(=O)N1C2(CC2)CN(CC1)C(=O)C1=NN2C(N=CC=C2C2=CC(=C(C=C2)OC)OC)=C1 (4-benzoyl-4,7-diazaspiro[2.5]octane-7-yl)(7-(3,4-dimethoxyphenyl)pyrazolo[1,5-a]pyrimidin-2-yl)methanone